NC1=C2C(=NC=N1)N(N=C2C2=CC=C(C=C2)OC2=CC=CC=C2)[C@H]2CN(CCC2)C(CCCCCCCSC2=C1C(N(C(C1=C(C=C2)F)=O)C2C(NC(CC2)=O)=O)=O)=O 4-((8-((R)-3-(4-amino-3-(4-phenoxyphenyl)-1H-pyrazolo[3,4-d]pyrimidin-1-yl)piperidine-1-yl)-8-oxooctyl)thio)-2-(2,6-dioxopiperidin-3-yl)-7-fluoroisoindoline-1,3-dione